rel-2-allyl-6-((1-methyl-1H-indazol-5-yl)amino)-1-(6-(((2R,4S)-2-methylpiperidin-4-yl)oxy)pyridin-2-yl)-1,2-dihydro-3H-pyrazolo[3,4-d]pyrimidin-3-one C(C=C)N1N(C2=NC(=NC=C2C1=O)NC=1C=C2C=NN(C2=CC1)C)C1=NC(=CC=C1)O[C@@H]1C[C@H](NCC1)C |o1:31,33|